C(=O)(O)C1=C(C=C(C(=O)OCC(C)C)C#N)C=CC=C1C(=O)O isobutyl 2,3-dicarboxy-α-cyanocinnamate